(S)-1-methyl-5-(2-(6-((4-(4-methylpiperazin-1-yl)phenyl)amino)pyrimidin-4-yl)isoxazolidin-3-yl)pyridin-2(1H)-one CN1C(C=CC(=C1)[C@H]1N(OCC1)C1=NC=NC(=C1)NC1=CC=C(C=C1)N1CCN(CC1)C)=O